N-(4-chloro-3-cyano-1H-indazol-7-yl)-1-[(1R)-1-(fluoromethyl)-2-hydroxyethyl]pyrazole-4-sulfonamide ClC1=C2C(=NNC2=C(C=C1)NS(=O)(=O)C=1C=NN(C1)[C@H](CO)CF)C#N